C(C1=CC=CC=C1)OC([C@@H](N)CC1=CC=CC=C1C=O)=O 6-formyl-L-phenylalanine benzyl ester